N-[5-Bromo-4-chloro-2-(1-cyclopropylethenyl)phenyl]-4-methyl-N-(prop-2-en-1-yl)benzenesulfonamide BrC=1C(=CC(=C(C1)N(S(=O)(=O)C1=CC=C(C=C1)C)CC=C)C(=C)C1CC1)Cl